(pyridin-2-yl)-2-(tetrahydro-2H-pyran-4-yl)ethan-1-one N1=C(C=CC=C1)C(CC1CCOCC1)=O